C(C)(C)(C)OC(=O)N1CC(CCC1)C(C)(C)O 3-(2-hydroxy-prop-2-yl)piperidine-1-carboxylic acid tert-butyl ester